C(#N)C[C@H]1N(CC(C1)(F)F)C(=O)OCC1=CC=CC=C1 benzyl (2R)-2-(cyanomethyl)-4,4-difluoropyrrolidine-1-carboxylate